CC1=C(C=C(C=C1)CNC=1C=NC=C(C1)C1=NC=CC=N1)NC(N)=O N'-[2-methyl-5-({[5-(pyrimidin-2-yl)pyridin-3-yl]Amino}methyl)phenyl]Urea